hydroxyethyl-dimethyldodecyl-ammonium chloride [Cl-].OCC[N+](CCCCCCCCCCCC)(C)C